2-(5-{3-[4-(4-amino-1-methyl-1H-pyrazolo[3,4-d]pyrimidin-3-yl)-2-chloro-phenyl]-ureido}-1-p-tolyl-1H-pyrazol-3-yl)-2-methyl-acetic acid propyl ester C(CC)OC(C(C)C1=NN(C(=C1)NC(=O)NC1=C(C=C(C=C1)C1=NN(C2=NC=NC(=C21)N)C)Cl)C2=CC=C(C=C2)C)=O